OCC(CO[Si]1(OCC(CO1)C)CCCS)C 2-(3-hydroxy-2-methylpropoxy)-5-methyl-[1,3,2]dioxasilinan-2-ylpropyl mercaptan